O=C1OCCN1C=1C=CC2=C(NC(CO2)=O)C1 (5S)-2-oxo-3-(3-oxo-4H-1,4-benzoxazin-6-yl)-1,3-oxazolidin